bis[4-(aminophenoxy) phenyl] sulfone NC1=C(OC2=CC=C(C=C2)S(=O)(=O)C2=CC=C(C=C2)OC2=C(C=CC=C2)N)C=CC=C1